C(#N)C=1SC(=C(N1)C(=O)N([C@@H]1CCC12CCC2)NC2=CC(=NC(=C2)F)F)C 2-cyano-[(2,6-difluoro-4-pyridyl)amino]-5-methyl-N-[(3R)-spiro[3.3]heptan-3-yl]-thiazole-4-carboxamide